C(#N)[C@H](C[C@H]1C(NCC1)=O)NC([C@H](C(C)(C)C)N1C(=CC2=C(C=CC=C12)OC)C(=O)N)=O ((S)-1-(((S)-1-cyano-2-((S)-2-oxopyrrolidin-3-yl)ethyl)amino)-3,3-dimethyl-1-oxobutan-2-yl)-4-methoxy-1H-indole-2-carboxamide